2-(2-chlorophenyl)-N-(4-((3-(methylsulfonyl)phenoxy)methyl)-3-sulfamoylphenyl)acetamide ClC1=C(C=CC=C1)CC(=O)NC1=CC(=C(C=C1)COC1=CC(=CC=C1)S(=O)(=O)C)S(N)(=O)=O